C(C)N(C1=CC=C(C=C1)C(C1=C(C=CC=C1)S(=O)(=O)[O-])=C1C=CC(C=C1)=[N+](CC1=CC(=CC=C1)S(=O)(=O)[O-])CC)CC1=CC(=CC=C1)S(=O)(=O)[O-] 2-[[4-[ethyl-[(3-sulfonatophenyl)methyl]amino]phenyl]-[4-[ethyl-[(3-sulfonatophenyl) methyl]azaniumylidene]cyclohexa-2,5-dien-1-ylidene]methyl]benzenesulfonate